(R)-6-(2-(2,5-difluorophenyl)pyrrolidin-1-yl)-3-nitro-2-(3-(4-phenylcyclohexyl)ureido)pyridine FC1=C(C=C(C=C1)F)[C@@H]1N(CCC1)C1=CC=C(C(=N1)NC(=O)NC1CCC(CC1)C1=CC=CC=C1)[N+](=O)[O-]